4-(2-Amino-2-methylpropanoyl)-N-[1-(4-{[(exo)-6-(aminomethyl)-3-azabicyclo[3.1.0]hexan-3-yl]methyl}phenyl)-2-oxo-1,2-dihydropyrimidin-4-yl]piperazine-1-carboxamide Hydrochloride Salt Cl.NC(C(=O)N1CCN(CC1)C(=O)NC1=NC(N(C=C1)C1=CC=C(C=C1)CN1CC2C(C2C1)CN)=O)(C)C